9,9-dideuterophenyl-fluorene [2H]C1(C2=CC=CC=C2C=2C=CC=C(C12)C1=CC=CC=C1)[2H]